ClC=1C=C(C=CC1F)N(C(=O)[C@@H]1C[C@@H]([C@@H](N1C1=NC(=CC(=C1)C(F)(F)F)C)C)C(=O)O)C (2S,3S,5S)-5-[(3-chloro-4-fluorophenyl)(methyl)carbamoyl]-2-methyl-1-[6-methyl-4-(trifluoromethyl)pyridin-2-yl]Pyrrolidine-3-carboxylic acid